C1(=CC=CC=C1)S(C1=CC=C(C=C1)S(=O)([O-])(C1=CC=CC=C1)C1=CC=CC=C1)C1=CC=CC=C1 4-diphenylsulfanylphenyl-diphenylsulfinate